C(#N)C1=CC(=C(C=C1)[C@@H]1COC2=C(O1)C=CC=C2C2CCN(CC2)CC2=NC1=C(N2C)C=CC=C1OC(F)F)F (R)-2-((4-(2-(4-Cyano-2-fluorophenyl)-2,3-dihydrobenzo[b][1,4]dioxin-5-yl)piperidin-1-yl)methyl)-4-(difluoromethoxy)-1-methyl-1H-benzo[d]imidazole